ClC1=CC=C(OC2=CC=C(C=C2)NC(N(C)C)=O)C=C1 3-[4-(4-chlorophenoxy)phenyl]-1,1-dimethylurea